6-(4-(4-(2-(2-Aminopyridin-3-yl)-5-(3-oxo-1,4-diazepan-1-yl)-3H-imidazo[4,5-b]pyridin-3-yl)benzyl)piperazin-1-yl)pyrimidine-4-carbonitrile NC1=NC=CC=C1C1=NC=2C(=NC(=CC2)N2CC(NCCC2)=O)N1C1=CC=C(CN2CCN(CC2)C2=CC(=NC=N2)C#N)C=C1